ClC=1N=CC2=C(N1)N(C=C2C2=NN(C=C2)C)[C@H]2[C@@H]([C@@H]([C@H](C2)CN(C)CCCNCCC2=CC=C(C=C2)F)O)O (1R,2S,3R,5R)-3-[2-chloro-5-(1-methylpyrazol-3-yl)pyrrolo[2,3-d]pyrimidin-7-yl]-5-{[(3-{[2-(4-fluorophenyl)ethyl]amino}propyl)(methyl)amino]methyl}cyclopentane-1,2-diol